(Z)-7-(5-(3-methoxybenzylidene)-2,4-dioxathiazolidine-3-yl)-N-hydroxyheptanamide COC=1C=C(\C=C/2\ON(OS2)CCCCCCC(=O)NO)C=CC1